NC1=CC=C(C=C1)C=1N=NN(C1)C=1C=C(C=CC1)C1=CC=C(C=C1)C(C)=O 1-(3'-(4-(4-aminophenyl)-1H-1,2,3-triazol-1-yl)-[1,1'-biphenyl]-4-yl)ethan-1-one